N1C(=CC2=CC=CC=C12)C(O)=NO indolehydroximic acid